ClC1=NC=C(C(=N1)C1=CC=C2CN(C(C2=C1)=O)C(C(=O)O)C)Cl 2-[6-(2,5-dichloropyrimidin-4-yl)-1-oxo-2,3-dihydro-1H-isoindol-2-yl]Propionic acid